C[C@H]1CN([C@@H]2CN3C4=C(C2=C1)C=CC=C4C=C3)C#N (7aS,10R)-10-methyl-7,7a,9,10-tetrahydro-8H-indolo[7,1-fg][1,7]naphthyridine-8-carbonitrile